5-([1,1'-biphenyl]-4-carboxamido)-2-(4-hydroxybenzyl)-1H-imidazole-4-carboxamide C1(=CC=C(C=C1)C(=O)NC1=C(N=C(N1)CC1=CC=C(C=C1)O)C(=O)N)C1=CC=CC=C1